FC1=C(C=CC(=C1)OC1=CC(=NC=C1)NC1CC(C1)O)NC1=NC=NC2=CC(=C(C=C12)NC1CCN(CC1)C(C=C)=O)OC 1-(4-((4-((2-fluoro-4-((2-((3-hydroxycyclobutyl)amino)pyridin-4-yl)oxy)phenyl)amino)-7-methoxyquinazolin-6-yl)amino)piperidin-1-yl)prop-2-en-1-one